(E)-N'-hydroxy-N-(4-hydroxyphenyl)-N-methyl-6-(methyl(piperidin-4-yl)amino)pyridazine-3-carboximidamide O\N=C(\N(C)C1=CC=C(C=C1)O)/C=1N=NC(=CC1)N(C1CCNCC1)C